8-(4-(4-((6-(2,4-dioxotetrahydropyrimidin-1(2H)-yl)pyridin-3-yl)methyl)piperazin-1-yl)piperidin-1-yl)-9-ethyl-6,6-dimethyl-11-oxo-6,11-dihydro-5H-benzo[b]carbazole-3-carbonitrile O=C1N(CCC(N1)=O)C1=CC=C(C=N1)CN1CCN(CC1)C1CCN(CC1)C=1C(=CC2=C(C(C=3NC4=CC(=CC=C4C3C2=O)C#N)(C)C)C1)CC